ClC1=C(C=C(C=C1)C(F)(F)F)N1CCN(CC1)C(C#CC1=CC=C(C=C1)C(F)(F)F)=O (4-(2-chloro-5-(trifluoromethyl)-phenyl)piperazin-1-yl)-3-(4-(trifluoromethyl)phenyl)prop-2-yn-1-one